BrC=1C=C2C(=NC1C1=C(C=CC=C1)F)N(CS2)C(=O)C2CCCC2 [6-bromo-5-(2-fluorophenyl)[1,3]thiazolo[4,5-b]pyridin-3(2H)-yl](cyclopentyl)methanone